ClC1=C(C(=O)NC2=C(C=C(C=C2)O)C)C=C(C=C1)NC(=O)[C@@H]1C([C@H]1C1=CC(=CC(=C1)Cl)Cl)(Cl)Cl trans-2-chloro-5-(2,2-dichloro-3-(3,5-dichlorophenyl)cyclopropane-1-carboxamido)-N-(4-hydroxy-2-methylphenyl)benzamide